3,3,5,5-Tetramethyl-1-Pyrroline-N-Oxide CC1(C=[N+](C(C1)(C)C)[O-])C